COC(=O)C=1C(=C(C(=C2C=NNC12)Br)Cl)F 4-Bromo-5-chloro-6-fluoro-1H-indazole-7-carboxylic acid methyl ester